CN1C=NC2=C1C=C(C=C2)NC(NC(C(=O)N)C)=O 2-(3-(1-methyl-1H-benzo[d]imidazol-6-yl)ureido)propanamide